CN[C@@H]1CN2CCC1CC2 (S)-N-methyl-quinuclidine-3-amine